2-(4-methylcyclohexyl)-2-(3-ethylpentyl)-1,3-dimethoxypropane CC1CCC(CC1)C(COC)(COC)CCC(CC)CC